NC1=C(C=CC(=C1)OC(F)(F)F)C(=O)N1CCC(CC1)C1=C2C(=NC=C1)NC(=N2)[C@@H]2CCOCCC2 [2-amino-4-(trifluoromethoxy)phenyl]-[4-[2-[(4S)-oxepan-4-yl]-3H-imidazo[4,5-b]pyridin-7-yl]-1-piperidyl]methanone